FC=1C=C(C=C(C1)C=1C=NN(C1)C(C)C1=CC=C(C=C1)F)C1=CC=2N(C=C1)N=C(N2)N 7-(3-fluoro-5-(1-(1-(4-fluorophenyl)ethyl)-1H-pyrazol-4-yl)phenyl)-[1,2,4]triazolo[1,5-a]pyridin-2-amine